tert-Butyl {[(1S,4S,5R)-3,3-dibenzyl-6,8-dioxabicyclo[3.2.1]octan-4-yl]oxy}acetate C(C1=CC=CC=C1)C1(C[C@H]2CO[C@@H]([C@H]1OCC(=O)OC(C)(C)C)O2)CC2=CC=CC=C2